[Na+].N1=CC=CC2=CC=CC(=C12)S(=O)[O-] 8-quinolinylsulfinate sodium